1,5-dihydroxymethyl-3-oxabicyclo[3.1.1]heptane OCC12COCC(C1)(C2)CO